ClC1=C(C(=O)N2CCC(CC2)C(=O)NC2CCC(CC2)NC2=CC(=NC3=CC=C(C=C23)Cl)C(F)(F)F)C=CC=C1 1-(2-chlorobenzoyl)-N-[(1s,4s)-4-{[6-chloro-2-(trifluoromethyl)quinolin-4-yl]amino}cyclohexyl]piperidine-4-carboxamide